C1(=CC=CC=C1)C1=CC=C(C=N1)C1=C(C=CC=C1)O 2-(6-phenylpyridin-3-yl)phenol